FCC(C)Br 1-fluoro-2-bromopropane